4-(5-bromo-2-fluorophenyl)-1,3,5-trimethyl-1H-pyrazole BrC=1C=CC(=C(C1)C=1C(=NN(C1C)C)C)F